5-(4-chlorophenyl)-3-(2-morpholino-2-oxoethyl)thieno[3,4-d]pyrimidin-4(3H)-one ClC1=CC=C(C=C1)C=1SC=C2N=CN(C(C21)=O)CC(=O)N2CCOCC2